C(C)(C)(C)OC(NCC1=CC(=CC=C1)C=1C=CC2=C(C(=CO2)CBr)C1)=O 3-(3-(bromomethyl)benzofuran-5-yl)benzylcarbamic acid tert-butyl ester